methyl (E)-4-[2-[3-[2-[[(1R)-1-[3-methoxy-5-(1-methylpyrazol-4-yl)phenyl]ethyl]carbamoyl]phenyl]propanoyl]hydrazino]-4-oxo-but-2-enoate COC=1C=C(C=C(C1)C=1C=NN(C1)C)[C@@H](C)NC(=O)C1=C(C=CC=C1)CCC(=O)NNC(/C=C/C(=O)OC)=O